N=1C=CN2C1C=CC=C2 imidazo[1,2-A]pyridin